(6S)-N-[(3S)-9-fluoro-2-oxo-5-phenyl-1,3-dihydro-1,4-benzodiazepin-3-yl]-2-(2-fluorophenyl)-6-methyl-6,7-dihydro-5H-pyrazolo[5,1-b][1,3]oxazine-3-carboxamide FC1=CC=CC=2C(=N[C@@H](C(NC21)=O)NC(=O)C=2C(=NN1C2OC[C@H](C1)C)C1=C(C=CC=C1)F)C1=CC=CC=C1